BrC1=CC=CC=2C=3N(C(=NC12)N[C@H](C)C(=O)NCCCC)N=C(N3)C3=C(C=C(C=C3)Cl)OC(F)F N2-{7-bromo-2-[4-chloro-2-(difluoromethoxy)phenyl][1,2,4]triazolo[1,5-c]quinazolin-5-yl}-N-butyl-D-alaninamide